5-((5-(3-((3-(tert-butyl)-1H-pyrazol-5-yl)oxy)cyclopentyl)-1H-pyrazol-3-yl)amino)-4-fluoro-2,3-dihydrobenzo[d]isothiazole 1,1-dioxide C(C)(C)(C)C1=NNC(=C1)OC1CC(CC1)C1=CC(=NN1)NC=1C=CC2=C(CNS2(=O)=O)C1F